FC(S(=O)(=O)OC=1C=CC2=C(CCCNC2=O)C1)(F)F (1-Oxo-2,3,4,5-tetrahydro-2-benzazepin-7-yl) trifluoromethanesulfonate